F[C@H]1[C@@H](C1)C(=O)NC=1C=CC(=NC1)C=1N=NN(C1NC(O[C@H](C)C=1C(=NC=CC1)Cl)=O)C (R)-1-(2-chloropyridin-3-yl)ethyl (4-(5-((1S,2R)-2-fluorocyclopropane-1-carboxamido)pyridin-2-yl)-1-methyl-1H-1,2,3-triazol-5-yl)carbamate